11-heptadecatriynoic acid CCCCCC#CCCCC#CC#CCCC(=O)O